methyl-Decahydroquinoline CN1CCCC2CCCCC12